[Si].C(=O)(O)[Fe] carboxyl-iron silicon